tert-butyl (N,N-dimethylsulfamoyl)(2-(1-isobutyryl-7-methyl-6-(pyridin-4-yl)-1H-indol-3-yl)ethyl)carbamate CN(S(=O)(=O)N(C(OC(C)(C)C)=O)CCC1=CN(C2=C(C(=CC=C12)C1=CC=NC=C1)C)C(C(C)C)=O)C